cyclobutane-1,1-dicarboxylic acid 1-(2,5-dioxopyrrolidin-1-yl) ester 1-ethyl ester C(C)OC(=O)C1(CCC1)C(=O)ON1C(CCC1=O)=O